ClOC1=C(C(=C(C(=C1Cl)Cl)Cl)Cl)Cl.[K] potassium hexachlorophenol